[C@]12(C(=O)CC(CC1)C2(C)C)C |o1:0| (R) or (S)-camphor